2-{2-[(1H-1,3-Benzodiazol-5-ylmethyl)amino]ethyl}-N-[(3-fluoropyridin-2-yl)methyl]-1,3-thiazole-4-carboxamide N1C=NC2=C1C=CC(=C2)CNCCC=2SC=C(N2)C(=O)NCC2=NC=CC=C2F